CC1=CC2=C(C3=CC=CC=C3C(=C2C=C1)OC(=O)C1C(CC(=CC1)C)C(=O)O)OC(=O)C1C(CC(=CC1)C)C(=O)O 2-Methyl-9,10-bis[2-carboxy(4-methyl-4-cyclohexenyl)]carbonyloxyanthracene